FC(O[C@@H]1C[C@H](N(C1)C(CNC(=O)C=1C=CC=2SC3=CC=CC=C3OC2C1)=O)C(=O)NCC1=CC=C2C(=N1)CCN2)F (2S,4R)-4-(difluoromethoxy)-N-((2,3-dihydro-1H-pyrrolo[3,2-b]pyridin-5-yl)methyl)-1-((phenoxathiine-3-carbonyl)glycyl)pyrrolidine-2-carboxamide